5-(hydroxymethyl)-N-(2-methoxyethyl)-2-(morpholinomethyl)benzamide OCC=1C=CC(=C(C(=O)NCCOC)C1)CN1CCOCC1